diisodecyl adipate C(CCCCC(=O)OCCCCCCCC(C)C)(=O)OCCCCCCCC(C)C